C(C(C)(C)C)(=O)OOCCCCC amyl peroxypivalate